3,5-dimethyl-1-hexyl methacrylate C(C(=C)C)(=O)OCCC(CC(C)C)C